ClC=1C(=C(SC1)NC(CN1C=2N(C=CC1=O)N=CC2)=O)C2=NNC=N2 N-(4-chloro-3-(1H-1,2,4-triazol-3-yl)thiophen-2-yl)-2-(5-oxopyrazolo[1,5-a]pyrimidin-4(5H)-yl)acetamide